NC=1C(=NN(C1)CCOCCOCCNS(=O)(=O)C1=CC=C(NC2=NC=C(C(=N2)NC2=C(C(=O)N)C(=CC=C2)F)Br)C=C1)OC 2-[[2-[4-[2-[2-[2-(4-amino-3-methoxy-pyrazol-1-yl)ethoxy]ethoxy]ethylsulfamoyl]anilino]-5-bromo-pyrimidin-4-yl]amino]-6-fluoro-benzamide